(±)-2-(1-(((Tetrahydro-2H-pyran-2-yl)oxy)methyl)cyclopropyl)acetic acid methyl ester COC(CC1(CC1)CO[C@H]1OCCCC1)=O |r|